CC(CC(=O)OC(C)(C)C)C(C)[N+](=O)[O-] tert-butyl 3-methyl-4-nitrovalerate